butyric acid (2E)-3,7-dimethyl-2,6-octadien-1-yl ester C\C(=C/COC(CCC)=O)\CCC=C(C)C